neopentyl (R)-3-(7-chloro-3-cyclohexyl-2-methyl-1,1-dioxido-5-phenyl-2,3,4,5-tetrahydrobenzo[f][1,2,5]thiadiazepin-8-yl)benzenesulfonate ClC=1C(=CC2=C(N(C[C@H](N(S2(=O)=O)C)C2CCCCC2)C2=CC=CC=C2)C1)C=1C=C(C=CC1)S(=O)(=O)OCC(C)(C)C